C=1(C(=CC=CC1)C(=O)[C@@]([C@@](C(=O)O)(O)C(=O)C=1C(=CC=CC1)C)(O)C(=O)O)C Di-o-toluoyl-D-tartaric acid